1-{[1-(4-chloro-3-fluorophenyl)-1H-1,2,4-triazol-5-yl]methyl}-3-{[1-(1-methyl-1H-indazol-5-yl)-1H-1,2,4-triazol-5-yl]methyl}urea ClC1=C(C=C(C=C1)N1N=CN=C1CNC(=O)NCC1=NC=NN1C=1C=C2C=NN(C2=CC1)C)F